CN(C)[S+](N(C)C)N(C)C.CN(C)[S+](N(C)C)N(C)C.C=1(O)C(O)=CC=CC1 catechol bis[tris(dimethylamino)sulfonium] salt